C(CCCCCCCCCCCC)OP(=O)([O-])[O-] Tridecylphosphat